(R)-5-fluoro-3-(((R)-1-methylpyrrolidin-2-yl)methyl)indoline FC=1C=C2[C@H](CNC2=CC1)C[C@@H]1N(CCC1)C